octadecanoic acid cyclopentadec-13-yl ester C1CCCCCCCCCCCC(CC1)OC(CCCCCCCCCCCCCCCCC)=O